1-n-propyl-2,3-dihydro-1H-indene C(CC)C1CCC2=CC=CC=C12